C(C1=CC=CC=C1)OC(=O)N1[C@H](CCC1)C(=O)NC1=C2C=NN(C2=CC=C1)C(=O)OC(C)(C)C tert-Butyl 4-({1-[(benzyloxy)carbonyl]-D-prolyl}amino)-1H-indazole-1-carboxylate